1-((5aS,6R,11bR)-14-(cyclopropylmethyl)-5a,10-dihydroxy-1,2,5,5a,6,7-hexahydro-6,11b-(epiminoethano)naphtho[1,2-d]azepin-3(4H)-yl)-2-(1-methyl-1H-imidazol-4-yl)ethan-1-one C1(CC1)CN1CC[C@]23CCN(CC[C@]2([C@H]1CC1=CC=C(C=C13)O)O)C(CC=1N=CN(C1)C)=O